7-bromo-5-(2,2-dimethylpropylsulfonyl)-1-(2-methoxyethyl)indazole BrC=1C=C(C=C2C=NN(C12)CCOC)S(=O)(=O)CC(C)(C)C